CC1=NOC2=C1C(=NN=C2C2=C(C=C(C=C2)C(F)(F)F)O)N[C@H]2CNCCC2 2-[3-Methyl-4-[[(3R)-3-piperidyl]amino]isoxazolo[4,5-d]pyridazin-7-yl]-5-(trifluoromethyl)-phenol